C(C)(C)(C)OC(=O)N(CC(=O)O)C 2-[tert-butoxycarbonyl(methyl)amino]acetic acid